OC(C)(C)C1CCC2=CC=3CCCC3C(=C12)NC(=O)N=S(=O)(N)C=1C=NN2C1OCCC2 N'-((3-(2-hydroxypropan-2-yl)-1,2,3,5,6,7-hexahydro-s-indacen-4-yl)carbamoyl)-6,7-dihydro-5H-pyrazolo[5,1-b][1,3]oxazine-3-sulfonimidamide